(6-bromopyridin-3-yl)((2S,6S)-2,6-dimethylmorpholinyl)methanone BrC1=CC=C(C=N1)C(=O)N1C[C@@H](O[C@H](C1)C)C